C(C1=CC=CC=C1)C=1N=CC2=C(N1)NC1=C2N=CC(=C1)C(=O)OC methyl 2-benzyl-9H-pyrido[2',3':4,5]pyrrolo[2,3-d]pyrimidine-7-carboxylate